tert-butyl (R)-2-hydroxy-3-(4-vinylphenoxy)propanoate O[C@@H](C(=O)OC(C)(C)C)COC1=CC=C(C=C1)C=C